BrC=1C=C(C=C(C1OC#N)Br)C(C)(C)C1=CC(=C(C(=C1)Br)OC#N)Br 2,2-bis(3,5-dibromo-4-cyanatophenyl)propane